ClC1=CC=C2C(=N1)SC(=N2)CP(OCC)(OCC)=O diethyl ((5-chlorothiazolo[5,4-b]pyridin-2-yl)methyl)phosphonate